COC1=CC=C(C=C1)C1(N=C(N=C1NC1=CC=CC=C1)C1=CC=CC=C1)O 4-(4-methoxyphenyl)-2-phenyl-5-(phenylamino)-4H-imidazol-4-ol